CCCCCCCCC/C=C\CCCCCCC(=O)OC[C@H](COP(=O)([O-])OCC[N+](C)(C)C)OC(=O)CCCCCC/C=C\CCCCCCCCC 1,2-di-(8Z-octadecenoyl)-sn-glycero-3-phosphocholine